tert-butyl cyclopropyl(4-(((2,2-dimethyl-4,6-dioxo-1,3-dioxan-5-ylidene)methyl)amino)-2-fluorophenyl)carbamate C1(CC1)N(C(OC(C)(C)C)=O)C1=C(C=C(C=C1)NC=C1C(OC(OC1=O)(C)C)=O)F